3-[(6-{[6-(5-chloro-2-fluorophenyl)-3-methylpyridazin-4-yl]amino}pyrimidin-4-yl)carbamoyl]cyclobutyl 1H-imidazole-1-carboxylate N1(C=NC=C1)C(=O)OC1CC(C1)C(NC1=NC=NC(=C1)NC1=C(N=NC(=C1)C1=C(C=CC(=C1)Cl)F)C)=O